N=1SC=C2C1C=CS2 thieno[3,2-c]isothiazole